3-(3-chloro-4-fluorophenyl)-5-(2-(3-fluoropyrrolidin-1-yl)-2-oxoethyl)-1-((2-(trimethylsilyl)ethoxy)methyl)-1H-pyrrolo[3,2-c]pyridin-4(5H)-one ClC=1C=C(C=CC1F)C1=CN(C2=C1C(N(C=C2)CC(=O)N2CC(CC2)F)=O)COCC[Si](C)(C)C